C1(CC1)COC=1C=C(C=CC1)S(=O)(=O)Cl 3-(cyclopropylmethoxy)benzenesulfonyl chloride